2,2-dimethyl-4,14-dioxo-3,7,10-trioxa-13-aza-heptadecane CC(C)(OC(CCOCCOCCNC(CCC)=O)=O)C